1,1,1,2,2-pentafluoro-3,3-dichloropropane FC(C(C(Cl)Cl)(F)F)(F)F